(4-([BENZYL(METHYL)AMINO]METHYL)PHENYL)BORANEDIOL C(C1=CC=CC=C1)N(C)CC1=CC=C(C=C1)B(O)O